ClC1=CC(=CC(=C1)C(OC)(OC)OC)Cl 1,3-dichloro-5-(trimethoxymethyl)-benzene